O=[O+][O-].[Mn].[Fe] iron-manganese ozone